4-(iminomethyl)aniline N=CC1=CC=C(N)C=C1